ClCC(=O)N(CCOC1=CC=C(C=C1)C1(N=N1)C(F)(F)F)C 2-chloro-N-methyl-N-(2-(4-(3-(trifluoromethyl)-3H-diazirin-3-yl)phenoxy)ethyl)acetamide